ClC1=CC=C(C=C1)CN1C(CCC1=O)C(=O)O 1-[(4-Chlorophenyl)methyl]-5-oxopyrrolidine-2-carboxylic Acid